C(C)C=1C(NC(N(C1)CC=1C=CC(=C(C(=O)OC)C1)F)=O)=O methyl 5-((5-ethyl-2,4-dioxo-3,4-dihydropyrimidin-1(2H)-yl) methyl)-2-fluorobenzoate